trans-tert-butyl N-(2-methoxyethyl)-N-[3-[(6-(4-hydroxyphenyl)-1-(tetrahydro-2H-pyran-2-yl)-1H-indazol-4-yl) oxy]cyclobutyl]carbamate COCCN(C(OC(C)(C)C)=O)[C@@H]1C[C@H](C1)OC1=C2C=NN(C2=CC(=C1)C1=CC=C(C=C1)O)C1OCCCC1